glutaconolactone C1(C=CCCO1)=O